6-chloro-N-(4'-methoxyl-4-(4-methylpiperazin-1-yl)-[1,1'-biphenyl]-3-yl)pyrimidine-4,5-diamine ClC1=C(C(=NC=N1)NC=1C=C(C=CC1N1CCN(CC1)C)C1=CC=C(C=C1)OC)N